[5-[3-chloro-6-fluoro-2-[2-(p-tolyl)ethyl]phenyl]-1,3-dimethyl-6-oxo-pyridazin-4-yl] benzoate C(C1=CC=CC=C1)(=O)OC=1C(=NN(C(C1C1=C(C(=CC=C1F)Cl)CCC1=CC=C(C=C1)C)=O)C)C